5-(2-((benzyloxy)methyl)-1-(3-fluorobicyclo[1.1.1]pentan-1-yl)-1H-imidazol-4-yl)-3-(trifluoromethoxy)pyridin-2-amine C(C1=CC=CC=C1)OCC=1N(C=C(N1)C=1C=C(C(=NC1)N)OC(F)(F)F)C12CC(C1)(C2)F